(R)-N4-(1-(3-(difluoromethyl)-2-fluorophenyl)ethyl)-2-methyl-6-morpholinopyrido[2,3-d]Pyrimidine-4,7-diamine FC(C=1C(=C(C=CC1)[C@@H](C)NC=1C2=C(N=C(N1)C)N=C(C(=C2)N2CCOCC2)N)F)F